2-amino-2-methyl-1-(6-(3-(3-methylpyridin-4-yl)imidazo[1,2-a]pyrimidin-2-yl)-2,3-dihydro-4H-benzo[b][1,4]oxazin-4-yl)propan-1-one NC(C(=O)N1C2=C(OCC1)C=CC(=C2)C=2N=C1N(C=CC=N1)C2C2=C(C=NC=C2)C)(C)C